C(CC)N1CCC(CC1)(C(N)=O)N N-propyl-4-amino-4-carbamoyl-piperidine